CS(=O)(=O)C1(CC1)C1=CC(=NC2=C(N=CC=C12)C=1N(N=CC1)C1OCCCC1)N1CCOCC1 4-(1-methylsulfonylcyclopropyl)-2-(morpholin-4-yl)-8-[2-(tetrahydropyran-2-yl)-2H-pyrazol-3-yl]-[1,7]naphthyridine